C(C)(C)(C)OC(=O)N1[C@@H](CN([C@H](C1)C)C1=NC=CC2=C1C(=CN2C2=NC=CC(=C2)F)C)C (2R,5S)-4-(1-(4-fluoropyridin-2-yl)-3-methyl-1H-pyrrolo[3,2-c]pyridin-4-yl)-2,5-dimethylpiperazine-1-carboxylic acid tert-butyl ester